N-((5-chloro-7,9-dioxo-8,9-dihydro-7H-benzofuro[7,6-e][1,3]oxazin-2-yl)methyl)pyrazolo[1,5-a]pyrimidine-3-carboxamide ClC1=CC=2C=C(OC2C=2C(NC(OC21)=O)=O)CNC(=O)C=2C=NN1C2N=CC=C1